C(C)N1N=CC(=C1)C(=O)C=1C(=NN(C1)C)I (1-ethyl-1H-pyrazol-4-yl)(3-iodo-1-methyl-1H-pyrazol-4-yl)methanone